O.O.Cl.NC1=CC(=C(C(=O)NC2CCN(CC2)CC2=CC(=C(C=C2)OC)F)C=C1Cl)OCCO 4-amino-5-chloro-N-[1-(3-fluoro-4-methoxybenzyl)piperidin-4-yl]-2-(2-hydroxyethoxy)benzamide hydrochloride dihydrate